2-(4-(3-(1-(5-chloropyrimidin-2-yl)piperidin-4-yl)propoxy)-2-fluorophenyl)-1-(3-(((2S,3S,4R)-2,3,4,5-tetrahydroxypentyl)amino)-1-oxa-6-azaspiro[3.3]heptan-6-yl)ethan-1-one ClC=1C=NC(=NC1)N1CCC(CC1)CCCOC1=CC(=C(C=C1)CC(=O)N1CC2(C(CO2)NC[C@@H]([C@@H]([C@@H](CO)O)O)O)C1)F